5-(8-benzyl-3-hydroxy-8-azabicyclo[3.2.1]octan-3-yl)-2-(2,6-dioxopiperidin-3-yl)isoindoline-1,3-dione C(C1=CC=CC=C1)N1C2CC(CC1CC2)(O)C=2C=C1C(N(C(C1=CC2)=O)C2C(NC(CC2)=O)=O)=O